O=S1(CC2=C(C(C3=C1C=CC=C3)N3CCN(CC3)C(=O)N3CC(NC1=CC=CC=C31)=O)C=CC=C2)=O 4-[4-(5,5-dioxo-6,11-dihydrobenzo[c][1]benzothiepin-11-yl)piperazine-1-carbonyl]-1,3-dihydroquinoxalin-2-one